ClC=1C=NN(C1)CC(CC(=C)C)NC(=O)C=1C=NC2=C(C(=CC=C2C1)F)F N-[1-[(4-chloropyrazol-1-yl)methyl]-3-methyl-but-3-enyl]-7,8-difluoro-quinoline-3-carboxamide